BrC=1C=C(C=C(C1Br)Br)Cl 3,4,5-tribromo-1-chlorobenzene